CC1=CC=CC(=N1)C1=C(N=CN1)C=1C=C2C=C(C=NC2=CC1)NC(=O)C1CNCC1 N-[6-[5-(6-methyl-2-pyridyl)-1H-imidazol-4-yl]-3-quinolyl]pyrrolidine-3-carboxamide